6-chloro-4-methyl-7-(methylsulfanyl)-3,4-dihydro-2H-1,4-benzoxazine-8-carboxylic acid ClC=1C(=C(C2=C(N(CCO2)C)C1)C(=O)O)SC